FC1=C(C(=CC(=C1)F)C)NC1=C(C(=O)OC)C=C(C=C1)C(F)(F)F methyl 2-((2,4-difluoro-6-meth-ylphenyl)amino)-5-(trifluorometh-yl)benzoate